[13C6]-L-Histidine N[13C@@H]([13CH2][13C]1=[13CH]N[13CH]=N1)[13C](=O)O